CC1CN(C1)C(=O)C=1N=C2N(N1)C(CC2)C2=CC=CC=C2 (3-Methylazetidin-1-yl)-(5-phenyl-6,7-dihydro-5H-pyrrolo[1,2-b][1,2,4]triazol-2-yl)methanon